FC1=CC2=C(SC=C2C=O)C=C1 5-fluorobenzo[b]thiophene-3-carbaldehyde